1,5-dimethyl-6-((1-(methyl-sulfonyl)cyclopropyl)methyl)-7-oxo-4,5,6,7-tetrahydro-1H-pyrazolo[3,4-c]pyridine-3-carboxylic acid CN1N=C(C2=C1C(N(C(C2)C)CC2(CC2)S(=O)(=O)C)=O)C(=O)O